CCC1=CC(=CC(=C1)C(N)N)CC 3,5-Diethyltoluenediamine